CC1=C(C=CC(=C1)N1CCC(CC1)C(F)(F)F)NC=1C=C2CN(CC2=CC1)CC(=O)N 2-(5-((2-methyl-4-(4-(trifluoromethyl)piperidin-1-yl)phenyl)amino)isoindolin-2-yl)acetamide